C1(CC1)C=1C=C(CN2C[C@H](N([C@H](C2)C)O)C)C=C(C1)NC1=NC=CC(=N1)C1=CNC2=CC(=CC=C12)C (2R,6S)-4-(3-cyclopropyl-5-((4-(6-methyl-1H-indole-3-yl)pyrimidine-2-yl)amino)benzyl)-2,6-dimethylpiperazine-1-ol